2-cyanoethyl (2-((2-(dimethoxyphosphoryl) ethyl-2,2-d2) thio) ethyl-1,1-d2) diisopropylphosphoramidite C(C)(C)N(P(OCCC#N)OC(CSCC([2H])([2H])P(=O)(OC)OC)([2H])[2H])C(C)C